4-((4-methoxyphenyl)selanyl)-3,5-dimethyl-1-phenyl-1H-pyrazole COC1=CC=C(C=C1)[Se]C=1C(=NN(C1C)C1=CC=CC=C1)C